ClC1=CC=C(C=C1)C(C(=O)N[C@@H](C(C)C)C(=O)N[C@H](CCC(NCCO)=O)C(=O)OCC)(C)C Ethyl N2-((2-(4-chlorophenyl)-2-methylpropanoyl)-L-valyl)-N5-(2-hydroxyethyl)-D-glutaminate